Benzyl 4-(1-(3,4-difluorophenyl)-6-fluoro-2-(1-methoxy-2-methylpropan-2-yl)-4-nitro-1H-indol-3-yl)benzoate FC=1C=C(C=CC1F)N1C(=C(C2=C(C=C(C=C12)F)[N+](=O)[O-])C1=CC=C(C(=O)OCC2=CC=CC=C2)C=C1)C(COC)(C)C